C(C)(C)(C)C1=CC=C(C=CC2OCCO2)C=C1 2-(4-(tert-butyl)styryl)-1,3-dioxolane